(Z)-4-(4-(5-(4-ethylbenzylidene)-2,4-dioxothiazolidin-3-yl)butanamido)-2-nitrobenzoic acid C(C)C1=CC=C(\C=C/2\C(N(C(S2)=O)CCCC(=O)NC2=CC(=C(C(=O)O)C=C2)[N+](=O)[O-])=O)C=C1